O1S(N=CC2=C1C=CC=C2)(=O)=O 1,2,3-benzoxathiazine-2,2-dioxide